4-(2-methoxy-2-oxoethyl)-3-methylpiperidine-1-carboxylic acid tert-butyl ester C(C)(C)(C)OC(=O)N1CC(C(CC1)CC(=O)OC)C